N[C@H](CC(=O)O)CC1=C(C=CC=C1)C(F)(F)F (S)-β-amino-4-(2-trifluoromethylphenyl)-butyric acid